C(C1=CC=CC=C1)OC1=CC=C(OCC=O)C=C1 2-(4-benzyloxy-phenoxy)acetaldehyde